C1(=CC=C(C=C1)NC1=C2N=CNC2=NC=N1)C N-(p-tolyl)-9H-purin-6-amine